(R)-4-oxo-chroman-2-carboxylic acid O=C1C[C@@H](OC2=CC=CC=C12)C(=O)O